C1(=CC=CC=C1)CC(=O)O[C@@H]1[C@H](O[C@]([C@@H]1O)(C1=CC=C2C(=NC=NN21)NC(CCCC)=O)C#N)CO[Si](C2=CC=CC=C2)(C2=CC=CC=C2)C(C)(C)C (2R,3S,4R,5R)-2-(((tert-butyldiphenylsilyl)oxy)methyl)-5-cyano-4-hydroxy-5-(4-pentanamidopyrrolo[2,1-f][1,2,4]triazin-7-yl)tetrahydrofuran-3-yl 2-phenylacetate